5-hydroxy-2-(1-morpholino-1-oxoprop-2-yl)benzo[d]oxazole-4-carbaldehyde OC1=CC=C2C(N=C(O2)C(C(=O)N2CCOCC2)C)=C1C=O